C(C)(C)OC=1C=2N(C=C(C1)B1OC(C(O1)(C)C)(C)C)N=CC2C#N 4-Isopropoxy-6-(4,4,5,5-tetramethyl-1,3,2-dioxaborolan-2-yl)pyrazolo[1,5-a]pyridine-3-carbonitrile